C(C)NC=1C(=NC=CC1)N1CCN(CC1)CC([C@H]1[C@@H](C[C@H]2[C@@H]3CCC4=CC(C=C[C@]4(C)C3=CC[C@]12C)=O)C)=O 21-[4-[3-(ethylamino)-2-pyridinyl]piperazinyl]-16α-methylpregn-1,4,9(11)-triene-3,20-dione